(S)-1-((6-chloro-2'-(difluoromethyl)-[2,4'-bipyridin]-5-yl)oxy)-2,4-dimethylpentan-2-amine ClC1=C(C=CC(=N1)C1=CC(=NC=C1)C(F)F)OC[C@](CC(C)C)(N)C